5-chloro-3-(4,4,5,5-tetramethyl-1,3,2-dioxaborolan-2-yl)-1-tosyl-1H-pyrazole ClC1=CC(=NN1S(=O)(=O)C1=CC=C(C)C=C1)B1OC(C(O1)(C)C)(C)C